2,5-dibromobenzenesulfonic acid BrC1=C(C=C(C=C1)Br)S(=O)(=O)O